FC(C)(F)C1=NC=C(C(=N1)OC1=CC=CC=C1)C(=O)N[C@H](/C=C/S(=O)(=O)C)CC(=O)N(C)C (S,E)-2-(1,1-difluoroethyl)-N-(5-(dimethylamino)-1-(methylsulfonyl)-5-oxopent-1-en-3-yl)-4-phenoxypyrimidine-5-carboxamide